ClC1=C(C=CC=C1C1=C(C(=NC=C1)NC1=C(C(=CC=C1)CNC[C@H](C)O)F)Cl)C1=CC=C(C(=N1)OC)CNC[C@H]1CCC(N1)=O (R)-5-((((6-(2-chloro-3-(3-chloro-2-((2-fluoro-3-((((S)-2-hydroxypropyl)amino)methyl)phenyl)amino)pyridin-4-yl)phenyl)-2-methoxypyridin-3-yl)methyl)amino)methyl)pyrrolidin-2-one